2-(4-fluorophenoxy)-8-hydroxynaphthalene-1,4-dione FC1=CC=C(OC=2C(C3=C(C=CC=C3C(C2)=O)O)=O)C=C1